C1=NC=CC2=CC(=CC=C12)C#N isoquinoline-6-carbonitrile